1-(4-(5-chlorooxazolo[4,5-b]pyridin-2-yl)piperazin-1-yl)-3-phenylprop-2-yn-1-one ClC1=CC=C2C(=N1)N=C(O2)N2CCN(CC2)C(C#CC2=CC=CC=C2)=O